NC1=C(C=CC(=C1)NCC1=NC=CC=C1)NC(CCCCCC)=O N-(2-amino-4-((pyridin-2-ylmethyl)amino)phenyl)heptanamide